CN1N=C(C=C1C(CC[C@@H](CNC(OC(C)(C)C)=O)C)=O)C |r| tert-Butyl N-[rac-(2S)-5-(2,5-dimethylpyrazol-3-yl)-2-methyl-5-oxo-pentyl]carbamate